(2S,3S,4R,5R)-2-[4-(benzylamino)-5H-pyrrolo[3,2-d]pyrimidin-7-yl]-3,4-dihydroxy-5-(hydroxymethyl)pyrrolidine-1-carboxylic acid C(C1=CC=CC=C1)NC=1C2=C(N=CN1)C(=CN2)[C@@H]2N([C@@H]([C@H]([C@H]2O)O)CO)C(=O)O